C1(CC1)C1=C2CN(C(C2=CC(=C1)F)=O)C1C(NC(CC1)=O)=O 3-(4-cyclopropyl-6-fluoro-1-oxoisoindolin-2-yl)piperidine-2,6-dione